BrC=1C=C2CN(C(C2=CC1)=O)[C@@H]1C(NC(CC1)=O)=O (3S)-3-(5-bromo-1-oxo-3H-isoindol-2-yl)piperidine-2,6-dione